2-cyano-N-(quinolin-8-yl)benzene-sulfonamide C(#N)C1=C(C=CC=C1)S(=O)(=O)NC=1C=CC=C2C=CC=NC12